C(#N)C1=CC(=C(C=C1F)NS(=O)(=O)C1=CNC(=C1)C=1N=CSC1)F N-(4-cyano-2,5-difluorophenyl)-5-(1,3-thiazol-4-yl)-1H-pyrrole-3-sulfonamide